C1(CC1)N1CCN(CC1)C1CCN(CC1)C1=CC(=C(C=C1[N+](=O)[O-])NC1=NC=NC(=C1)N1OCC[C@@H]1C1=CC(=CC(=C1)C(F)(F)F)F)OC (R)-N-(4-(4-(4-cyclopropylpiperazin-1-yl)piperidin-1-yl)-2-methoxy-5-nitrophenyl)-6-(3-(3-fluoro-5-(trifluoromethyl)phenyl)isooxazolidin-2-yl)pyrimidin-4-amine